1,3-propane-di-ol C(CCO)O